FC1=CC=C(C=C1)N1C(C(=CC=2C(CCCC12)=O)C(=O)N)=O 1-(4-fluorophenyl)-2,5-dioxo-1,2,5,6,7,8-hexahydroquinoline-3-carboxamide